FC1=C(O[P@@](=O)(OC2=CC=CC=C2)N[C@@H](CC2=CC=CC=C2)C(=O)OCCCCCCCCCCCCCCCCCCCCC)C(=C(C(=C1F)F)F)F henicosyl ((S)-(perfluorophenoxy)(phenoxy)phosphoryl)-L-phenylalaninate